CC1([C@]2(C(C[C@H]1CC2)=O)C(=O)O)C (1R,4R)-7,7-dimethyl-2-oxobicyclo[2.2.1]heptane-1-carboxylic acid